[Na+].[Na+].C(=O)([O-])CCC(=O)N1CC2=CC(=C(C=C2C1)OCCCOC1=C(C=C2C(=N1)C=C(S2)C(CCC(=O)[O-])=O)OC)OC 4-(5-(3-((2-(3-carboxypropionyl)-6-methoxyisoindolin-5-yl)oxy)propoxy)-6-methoxythieno[3,2-b]pyridin-2-yl)-4-oxobutanoic acid disodium salt